2-[(2R,5S)-2-(4-acetamidophenyl)-5-methyl-1-piperidyl]-N-(6-amino-5-methyl-3-pyridyl)-2-oxo-acetamide C(C)(=O)NC1=CC=C(C=C1)[C@@H]1N(C[C@H](CC1)C)C(C(=O)NC=1C=NC(=C(C1)C)N)=O